3-(4-Amino-5-ethyl-7H-pyrrolo[2,3-d]pyrimidin-7-yl)-5-(((3-(phenethylamino)propyl)amino)methyl)cyclopentane-1,2-diol NC=1C2=C(N=CN1)N(C=C2CC)C2C(C(C(C2)CNCCCNCCC2=CC=CC=C2)O)O